C(C)(C)(C)NC(NC=1C(=CC2=C(O[C@@H](C(N2[C@@H](C)C2=CC=CC=C2)=O)C)N1)C(F)(F)F)=O 3-tert-butyl-1-[(3R)-3-methyl-2-oxo-1-[(1S)-1-phenylethyl]-7-(trifluoromethyl)-3H-pyrido[2,3-b][1,4]oxazin-6-yl]urea